(S)-5-cyclopropyl-5-(3-((S)-5,6-dichloro-1-methylisoindolin-2-yl)-3-oxopropyl)imidazolidine-2,4-dione C1(CC1)[C@]1(C(NC(N1)=O)=O)CCC(=O)N1[C@H](C2=CC(=C(C=C2C1)Cl)Cl)C